3-hydroxy-tetradecanyl acetate C(C)(=O)OCCC(CCCCCCCCCCC)O